ethyl 4-ethoxy-2-oxo-1,2-dihydropyridine-3-carboxylate C(C)OC1=C(C(NC=C1)=O)C(=O)OCC